OC1=CC=C(C=C1)N1C(=NC2=C(C=CC=C2C1=O)OC)C 3-(4-Hydroxyphenyl)-8-methoxy-2-methylquinazolin-4(3H)-one